1-chloro-9,9-dimethyl-6-(piperazin-1-ylmethyl)-9,10-dihydroacridine ClC1=CC=CC=2NC3=CC(=CC=C3C(C12)(C)C)CN1CCNCC1